BrC=1C=C(SC1)C(=O)NC 4-bromo-N-methylthiophen-2-carboxamide